3-(pyridin-4-yl)-2-(4-((trifluoromethyl)thio)phenyl)-4,5,6,7-tetrahydropyrazolo[1,5-a]pyrazine hydrochloride Cl.N1=CC=C(C=C1)C=1C(=NN2C1CNCC2)C2=CC=C(C=C2)SC(F)(F)F